6,7-dichloro-3-(2-morpholinoethyl)-1-(piperidin-4-yl)-3,4-dihydroquinazolin-2(1H)-one trifluoroacetate FC(C(=O)O)(F)F.ClC=1C=C2CN(C(N(C2=CC1Cl)C1CCNCC1)=O)CCN1CCOCC1